Isopropenylborate-pinacol OC(C)(C)C(C)(C)O.C(=C)(C)OB(O)O